C[N+](C)(C)CC(CC(=O)[O-])OC(=O)/C=C/CC(=O)O The molecule is an O-acylcarnitine in which the acyl group specified is glutaconyl. It has a role as a metabolite. It derives from an (E)-glutaconic acid.